1-bromo-3-methyl-2-(pent-4-en-1-yloxy)benzene BrC1=C(C(=CC=C1)C)OCCCC=C